The molecule is an oligosaccharide phosphate consisting of a linear chain of beta-D-mannose, N-acetyl-beta-D-glucosamine and N-acetyl-D-glucosamine residues all linked (1->4), to the mannose residue of which are also linked (1->3) and (1->6) respectively a 6-O-phosphono-alpha-D-mannosyl-(1->2)-alpha-D-mannosyl disaccharide unit and an alpha-D-mannosyl-(1->3)-[alpha-D-mannosyl-(1->2)-6-O-phosphono-alpha-D-mannosyl-(1->6)]-alpha-D-mannosyl branched tetrasaccharide unit. It is an oligosaccharide phosphate, a glucosamine oligosaccharide and an amino nonasaccharide. CC(=O)N[C@@H]1[C@H]([C@@H]([C@H](O[C@H]1O[C@@H]2[C@H](OC([C@@H]([C@H]2O)NC(=O)C)O)CO)CO)O[C@H]3[C@H]([C@H]([C@@H]([C@H](O3)CO[C@@H]4[C@H]([C@H]([C@@H]([C@H](O4)CO[C@@H]5[C@H]([C@H]([C@@H]([C@H](O5)COP(=O)(O)O)O)O)O[C@@H]6[C@H]([C@H]([C@@H]([C@H](O6)CO)O)O)O)O)O[C@@H]7[C@H]([C@H]([C@@H]([C@H](O7)CO)O)O)O)O)O)O[C@@H]8[C@H]([C@H]([C@@H]([C@H](O8)CO)O)O)O[C@@H]9[C@H]([C@H]([C@@H]([C@H](O9)COP(=O)(O)O)O)O)O)O)O